COC(C1=NC=C(C=C1Cl)NC(=O)C=1C=NN(C1C(F)(F)F)C1=C2C=CC=NC2=CC=C1)=O Methyl-3-chloro-5-(1-(chinolin-5-yl)-5-(trifluoromethyl)-1H-pyrazol-4-carboxamido)picolinat